ClC=1C=C2C=C(NC2=CC1OCC1=NOC=C1)CNC(=O)N1CC(C1)C N-((5-chloro-6-(isoxazol-3-ylmethoxy)-1H-indol-2-yl)methyl)-3-methylazetidine-1-carboxamide